C(C)(C)(C)OC(=O)N[C@H]1[C@@H](C)O[C@@H](CC1)CO 2,6-Anhydro-3-[(tert-butoxycarbonyl)amino]-1,3,4,5-tetradeoxy-D-arabino-heptitol